CCOP(=O)(O)OP(=O)(O)OP(=O)(O)OC[C@@H]1[C@H](C[C@@H](O1)N2C=C(C(=O)NC2=O)C)O The molecule is an organic triphosphate formed by condensation between the gamma-phospho group of thymidine 5'-triphosphate and ethanol. It derives from a dTTP and an ethanol.